COCC1=NC2=CC(=CC(=C2N=C1)B1OC(C(O1)(C)C)(C)C)C 2-(methoxymethyl)-7-methyl-5-(4,4,5,5-tetramethyl-1,3,2-dioxaborolan-2-yl)quinoxaline